N-[2-(1-methylpyrazol-4-yl)-2-(3-thienyl)ethyl]acetamide CN1N=CC(=C1)C(CNC(C)=O)C1=CSC=C1